8-(2-(2,4-difluorophenoxy)-5-(ethylsulfonylamino)phenyl)-6-methyl-2-carbonyl-2,3-dihydro-1H-pyrido[2,3-b][1,4]oxazine FC1=C(OC2=C(C=C(C=C2)NS(=O)(=O)CC)C2=CC(=NC=3OCC(NC32)=C=O)C)C=CC(=C1)F